Cl.C(C1=CC=CC=C1)OCC([C@H](C[C@H]1C(NCC1)=O)NC(=O)[C@H]1NC[C@H]2[C@@H]1CCC2)=O (1S,3aR,6aS)-N-[(2S)-4-(benzyloxy)-3-oxo-1-[(3S)-2-oxopyrrolidin-3-yl]butan-2-yl]-octahydrocyclopenta[c]pyrrole-1-carboxamide hydrochloride